BrC1(CC(=NC=C1)C1=NC=CC=C1)Br 4,4-dibromo-2,2-bipyridyl